(R)-3-((3-(4-Amino-8-chloroquinazolin-6-yl)phenyl)ethynyl)-3-hydroxy-1-methylpyrrolidin-2-one NC1=NC=NC2=C(C=C(C=C12)C=1C=C(C=CC1)C#C[C@]1(C(N(CC1)C)=O)O)Cl